N-(2-bromo-5-methoxy-4-(trifluoromethyl)phenyl)-2,2,2-trifluoroacetamide BrC1=C(C=C(C(=C1)C(F)(F)F)OC)NC(C(F)(F)F)=O